1-(2-Chlorophenyl)-4-((1-methyl-1H-pyrazol-5-yl)amino)-7-(trifluoromethyl)pyrido[2,3-d]pyrimidin-2(1H)-one ClC1=C(C=CC=C1)N1C(N=C(C2=C1N=C(C=C2)C(F)(F)F)NC2=CC=NN2C)=O